4-oxo-6-((1S,2S)-2-(3-(trifluoromethyl)-1H-pyrazol-1-yl)cyclobutyl)-1-((S)-1-(6-(trifluoromethyl)pyridin-3-yl)ethyl)-4,5-dihydro-1H-pyrazolo[3,4-d]pyrimidine-3-carbonitrile O=C1C2=C(N=C(N1)[C@@H]1[C@H](CC1)N1N=C(C=C1)C(F)(F)F)N(N=C2C#N)[C@@H](C)C=2C=NC(=CC2)C(F)(F)F